O1CCN(CC1)C=1C2=C(N=C(N1)NC1=NC=NC=C1)C1=C(O2)N=CC=C1 4-morpholino-N-(pyrimidin-4-yl)pyrido[3',2':4,5]furo[3,2-d]pyrimidin-2-amine